(1r,2S,5S)-2-(hydroxymethyl)-3-azabicyclo[3.1.0]hexane-3-carboxylic acid tert-butyl ester C(C)(C)(C)OC(=O)N1[C@@H]([C@@H]2C[C@@H]2C1)CO